1,2,4,6-tetracyano-2H-borinine C(#N)B1C(C=C(C=C1C#N)C#N)C#N